C(CC(=O)[O-])(=O)OCC[Si](C)(C)C (TMS)ethyl malonate